E-(2S)-1-[1-(4-Chlorophenyl)-3-fluoro-cyclobutanecarbonyl]-N-[(1S)-1-(2-amino-2-oxo-ethyl)prop-2-ynyl]pyrrolidine-2-carboxamide ClC1=CC=C(C=C1)C1(CC(C1)F)C(=O)N1[C@@H](CCC1)C(=O)N[C@H](C#C)CC(=O)N